[Fe].[Ni].FC1=C(C(=O)NC2=NN(C=C2)CC2=C(C=C(C=C2)O)C(F)(F)F)C(=CC=C1)F 2,6-difluoro-N-(1-{[4-hydroxy-2-(trifluoromethyl)phenyl]methyl}-1H-pyrazol-3-yl)benzamide nickel iron